tert-Butyl (2-bromo-5-(trifluoromethoxy)phenyl)(tert-butoxycarbonyl)carbamate BrC1=C(C=C(C=C1)OC(F)(F)F)N(C(OC(C)(C)C)=O)C(=O)OC(C)(C)C